prolyl-leucyl-glutamyl-amide N1[C@@H](CCC1)C(=O)N[C@@H](CC(C)C)C(=O)N[C@@H](CCC(=O)O)C(=O)[NH-]